5,7,12,14-pentacenetetraone C1=CC=CC=2C(C3=CC=4C(C5=CC=CC=C5C(C4C=C3C(C12)=O)=O)=O)=O